O.[Na+].C(C=1C(O)=CC=C(O)C1)(=O)[O-] gentisate sodium salt hydrate